C(#N)C1=NC2=CC(=CC(=C2N=C1N1CCN(CC1)C=1C=NC=CC1)[C@@H](C)NC1=C(C(=O)O)C=CC=C1)C (R)-2-((1-(2-cyano-7-methyl-3-(4-(pyridin-3-yl)piperazin-1-yl)quinoxalin-5-yl)ethyl)amino)benzoic acid